3-[1-(2,6-dioxo-3-piperidyl)-3-methyl-2-oxo-benzimidazol-4-yl]propoxyl azetidine-1-carboxylate N1(CCC1)C(=O)OOCCCC1=CC=CC=2N(C(N(C21)C)=O)C2C(NC(CC2)=O)=O